C1=CC=C(C=2SC3=C(C21)C=CC=C3)C=3C=C(C=CC3)C3=CC(=CC=C3)C=3C2=C(N=CN3)C3=C(O2)C=CC(=C3)C3=CC2=CC=CC=C2C=C3 4-[3'-(dibenzothiophen-4-yl)biphenyl-3-yl]-8-(naphthalen-2-yl)-[1]benzofuro[3,2-d]pyrimidine